di(tert-butyl)(4-fluorophenyl)phosphine C(C)(C)(C)P(C1=CC=C(C=C1)F)C(C)(C)C